FC=1C(=C(C=CC1)C1=CNC(C2=CC(=CC=C12)OCC(=O)N)=O)C 2-((4-(3-fluoro-2-methylphenyl)-1-oxo-1,2-dihydroisoquinolin-7-yl)oxy)acetamide